FN(C1=C(C=CC=C1)N(F)F)F tetrafluoro-phenylenediamine